ClC=1C=C(C=CC1Cl)C(C1=NN=C(O1)C1CN(CC12CNC2)C(=O)C=2C=NNC2)(F)F (8-(5-((3,4-dichlorophenyl)difluoromethyl)-1,3,4-oxadiazol-2-yl)-2,6-diazaspiro[3.4]octan-6-yl)(1H-pyrazol-4-yl)methanone